butane-1,2,3,4-tetracarboxylic acid diimide C(C(C(CC(=O)O)C(=O)O)C(O)=N)C(O)=N